C(CCC)NC(=O)C1=CC=CC(=N1)C(=O)[O-] 6-(butylcarbamoyl)picolinate